4-chloro-1-(3-methoxyphenyl)-1-butanol ClCCCC(O)C1=CC(=CC=C1)OC